FC1=CC=CC2=C1N(C(=N2)C=2C(=NOC2)N)CC=2N=NC=CC2 4-(7-fluoro-1-(pyridazin-3-ylmethyl)-benzimidazol-2-yl)isoxazol-3-amine